C1(CC1)OC(COC1OCCCC1)(C1=CC=CC=C1)C1=NC=NC2=CC=C(C=C12)C=1C2=C(C(N(C1)C)=O)N(C=C2)S(=O)(=O)C2=CC=C(C)C=C2 4-(1-cyclopropoxy-1-phenyl-2-((tetrahydro-2H-pyran-2-yl)oxy)ethyl)-6-(6-methyl-7-oxo-1-tosyl-6,7-dihydro-1H-pyrrolo[2,3-c]pyridin-4-yl)quinazoline